F[P-](F)(F)(F)(F)F.C1(=CC=CC=C1)SC1=CC=C(C=C1)C1=C(C=CC=C1)OP(OC1=CC=CC=C1)(O)=S 4-(phenylthio)phenyldiphenylthiophosphoric acid hexafluorophosphate